C(C1=CC=CC=C1)OP(=O)(OCC1=CC=CC=C1)OCOC1=NN2C(C=CC=C2)=C1C(=O)N(C(OC(C)(C)C)=O)C1=C(C(=C(C(=C1F)F)C1=CC=CC=C1)F)F Tert-butyl (2-(((bis(benzyloxy)phosphoryl)oxy)methoxy)pyrazolo[1,5-a]pyridine-3-carbonyl)(2,3,5,6-tetrafluoro-[1,1'-biphenyl]-4-yl)carbamate